C(CCCCCCC)[Sn](O)(O)O octyltin hydroxide